[O-]S(=O)(=O)C(F)(F)F.COC1=CC=C(C=C1)[S+](C1=CC=CC=C1)C1=CC=CC=C1 (4-METHOXYPHENYL)DIPHENYLSULFONIUM TRIFLATE